ClC1=CC(=C(C=C1)C1=NC(=NC2=C1N=C(N(C2=O)C)C)[C@@]21CCO[C@@H]([C@H]1C2)C=2C=NN(C2)C2CC2)F 8-(4-chloro-2-fluorophenyl)-6-((1S,2S,6R)-2-(1-cyclopropyl-1H-pyrazol-4-yl)-3-oxabicyclo[4.1.0]hept-6-yl)-2,3-dimethylpyrimidino[5,4-d]pyrimidin-4(3H)-one